CCCCCCCCCCCC(=O)N 12-dodecanamide